C(=C\C)/[C@H]1C[C@@]12C(CCC2)=O |r| (1RS,3RS)-((E)-prop-1-en-1-yl)spiro[2.4]heptan-4-one